bis(octadecyl)methyl-ammonium tetrakis(pentafluorophenyl)borate tert-Butyl-4-(4-nitro-2-(trifluoromethyl)benzyl)piperazine-1-carboxylate C(C)(C)(C)OC(=O)N1CCN(CC1)CC1=C(C=C(C=C1)[N+](=O)[O-])C(F)(F)F.FC1=C(C(=C(C(=C1[B-](C1=C(C(=C(C(=C1F)F)F)F)F)(C1=C(C(=C(C(=C1F)F)F)F)F)C1=C(C(=C(C(=C1F)F)F)F)F)F)F)F)F.C(CCCCCCCCCCCCCCCCC)[NH+](C)CCCCCCCCCCCCCCCCCC